OCC(C(=O)O)OC1=CC=C2C(=CC(OC2=C1)=O)C1=C(C=CC=C1)C 3-hydroxy-2-((2-oxo-4-(o-tolyl)-2H-chromen-7-yl)oxy)propanoic acid